C(#N)C1=CNC2=C(C=CC(=C12)CC)NS(=O)(=O)C1=CC=C(C=C1)CNC(OC(C)(C)C)=O t-butyl ({4-[(3-cyano-4-ethyl-1H-indol-7-yl)sulfamoyl]phenyl}methyl)carbamate